BrC1=C(C=C2C(=NC=NC2=C1F)N1CCN(CC1)C(=O)OC(C)(C)C)C1(CCC1)O tert-butyl 4-(7-bromo-8-fluoro-6-(1-hydroxycyclobutyl)quinazolin-4-yl)piperazine-1-carboxylate